C1(CC1)CNC1=CC=C(C=N1)/C(=C/C=1C=C(C=NC1C)C(=O)OCC)/F ethyl 5-[(Z)-2-{6-[(cyclopropylmethyl) amino] pyridin-3-yl}-2-fluorovinyl]-6-methylpyridine-3-carboxylate